N-(5,6-difluoro-1H-indol-3-yl)-3,4-dihydro-2H-benzo[b][1,4]dioxepine-7-carboxamide FC=1C=C2C(=CNC2=CC1F)NC(=O)C1=CC2=C(OCCCO2)C=C1